1-(tert-butyl) 3-methyl (2S)-2-(2,5-difluorophenyl)-4-hydroxy-3,6-dihydropyridine-1,3(2H)-dicarboxylate FC1=C(C=C(C=C1)F)[C@H]1N(CC=C(C1C(=O)OC)O)C(=O)OC(C)(C)C